C1(CC1)C1=NN(C=N1)C1CC2(CN(C2)C(=O)N2CC3(C2)CC(C3)CC3=CC=C(C=C3)S(=O)(=N)C(F)(F)F)C1 [6-(3-cyclopropyl-1,2,4-triazol-1-yl)-2-azaspiro[3.3]heptan-2-yl]-[6-[[4-(trifluoromethylsulfonimidoyl)phenyl]methyl]-2-azaspiro[3.3]heptan-2-yl]methanone